P(=O)(O)(O)O[C@H]1[C@]([C@@H](O[C@@H]1C(O)C)N1C(=O)NC(=O)C=C1)(O)F.N1(C=NC=C1)C=1C=C(CN(C=2C=C(CN3C(CNCC3)=O)C=CC2)CC2=CC(=CC=C2)OC)C=CC1 1-(3-((3-(1H-imidazol-1-yl)benzyl)(3-methoxybenzyl)amino)benzyl)piperazin-2-one 2'-fluoro-5'-methyluridine-3'-phosphate